6-bromo-8-ethoxy-2-(1-methyl-2-oxabicyclo[2.1.1]hexan-4-yl)imidazo[1,2-a]pyrazine BrC=1N=C(C=2N(C1)C=C(N2)C21COC(C2)(C1)C)OCC